Pyridone Acrylate C(C=C)(=O)O.N1C(C=CC=C1)=O